3-Chlorobenzyl ((2R)-1-((1-(diethoxyphosphoryl)-1-hydroxy-3-(2-oxo-1-azaspiro[4.5]decan-3-yl)propan-2-yl)amino)-4-methyl-1-oxopentan-2-yl)carbamate C(C)OP(=O)(OCC)C(C(CC1C(NC2(C1)CCCCC2)=O)NC([C@@H](CC(C)C)NC(OCC2=CC(=CC=C2)Cl)=O)=O)O